5-(5-Chloro-6-oxo-1,6-dihydropyridazin-4-yl)-1-[[2-(trifluoromethyl)phenyl]methyl]-1H,4H,5H,6H,7H-pyrazolo[4,3-c]pyridine-3-carboxamide ClC1=C(C=NNC1=O)N1CC2=C(CC1)N(N=C2C(=O)N)CC2=C(C=CC=C2)C(F)(F)F